2-Methyl-6-(4-methylpyridin-3-yl)-N-(4-methylthiazol-2-yl)-[1,2,4]triazolo[1,5-a]pyridine-8-carboxamide CC1=NN2C(C(=CC(=C2)C=2C=NC=CC2C)C(=O)NC=2SC=C(N2)C)=N1